2-chloro-1-cyclooctene-1-carbaldehyde ClC1=C(CCCCCC1)C=O